FC1(CN(C1)C(=O)C=1C=C2CN(C(C2=CC1)=O)C1C(NC(CC1)=O)=O)C1=CC(=CC=C1)F 3-(5-(3-fluoro-3-(3-fluorophenyl)azetidine-1-carbonyl)-1-oxoisoindolin-2-yl)piperidine-2,6-dione